(S)-3-(2,4-dimethoxybenzyl)-1-(5-((4-isobutyl-3-methylpiperazin-1-yl)methyl)pyrazolo[1,5-a]pyridin-3-yl)dihydropyrimidine-2,4(1H,3H)-dione COC1=C(CN2C(N(CCC2=O)C=2C=NN3C2C=C(C=C3)CN3C[C@@H](N(CC3)CC(C)C)C)=O)C=CC(=C1)OC